6-(2,4-dichlorophenyl)-5-oxo-5,6,7,8-tetrahydronaphthalene-2-carboxylic acid methyl ester COC(=O)C1=CC=2CCC(C(C2C=C1)=O)C1=C(C=C(C=C1)Cl)Cl